5-IMIDAZOL-1-YL-PENTANAL N1(C=NC=C1)CCCCC=O